C(CCCCCCCCCCCCCCCCC)C(O)[C@H](O)[C@@H](O)[C@H](O)[C@H](O)CO monostearyl-sorbitol